NCC=1C(=NC=CC1)N(S(=O)(=O)C)C N-(3-(aminomethyl)pyridine-2-yl)-N-methyl-methanesulfonamide